3-((3-(4'-((S,E)-4-hydroxy-3-(2-((S)-1-hydroxyethyl)-1H-imidazol-1-yl)but-1-en-1-yl)-[1,1'-biphenyl]-4-yl)cyclobutyl)amino)propanenitrile OC[C@H](/C=C/C1=CC=C(C=C1)C1=CC=C(C=C1)C1CC(C1)NCCC#N)N1C(=NC=C1)[C@H](C)O